N-isopropyl-4-(3-isopropyl-2-(8-methoxy-[1,2,4]triazolo[1,5-a]pyridin-6-yl)-1H-indol-5-yl)-N-methylcyclohexylamine C(C)(C)N(C)C1CCC(CC1)C=1C=C2C(=C(NC2=CC1)C=1C=C(C=2N(C1)N=CN2)OC)C(C)C